BrC1=C(C#N)C=CC(=C1F)OC[C@@H](C)O (R)-2-bromo-3-fluoro-4-(2-hydroxypropoxy)benzonitrile